CCC(=CCCC)C1OC(CO1)CO 2-(hept-3-en-3-yl)-5-hydroxymethyl-1,3-dioxolane